(3S)-1-[(2S)-2-aminopropionyl]-N'-(7-bromo-2-quinolinyl)-N'-methyl-hexahydropyridazine-3-carbohydrazide N[C@H](C(=O)N1N[C@@H](CCC1)C(=O)NN(C)C1=NC2=CC(=CC=C2C=C1)Br)C